1-azido-6-((4-methylphenyl)sulfonylamino)hexane-3-sulfonyl fluoride N(=[N+]=[N-])CCC(CCCNS(=O)(=O)C1=CC=C(C=C1)C)S(=O)(=O)F